6-(hept-2-yl)-1-isopropyl-N-(1-(3,4,5-trimethoxyphenyl)-1H-imidazol-4-yl)-1H-pyrazolo[3,4-d]pyrimidin-4-amine CC(CCCCC)C1=NC(=C2C(=N1)N(N=C2)C(C)C)NC=2N=CN(C2)C2=CC(=C(C(=C2)OC)OC)OC